2-(Toluene-4-sulfonylmethyl)-acrylic acid (6-methacryloyloxyhexyl) ester C(C(=C)C)(=O)OCCCCCCOC(C(=C)CS(=O)(=O)C1=CC=C(C)C=C1)=O